(benzyloxy)-N,2-dimethyl-1-benzothiophene-3-carboxamide C(C1=CC=CC=C1)OC1=CC=CC2=C1C(=C(S2)C)C(=O)NC